tert-butyl (S)-(4-hydroxy-1-(methylamino)-1-oxobutan-2-yl)carbamate OCC[C@@H](C(=O)NC)NC(OC(C)(C)C)=O